2-(methyl-(3-(7-(2-octylcyclopropyl)heptyl)dodecyl)amino)ethane-1-thiol CN(CCS)CCC(CCCCCCCCC)CCCCCCCC1C(C1)CCCCCCCC